FC(CCCCC/C=C/C=C/C(=O)N[C@@H]([C@H](O)C)C(=O)OC(C)(C)C)(F)F tert-butyl ((2E,4E)-11,11,11-trifluoroundeca-2,4-dienoyl)-L-threoninate